FC=1C=CC(=NC1)C(=O)N1CC2(CC1)CC(C1=CC(=CC=C12)OC1=C(C=CC=C1)C(C)C)O (5-Fluoropyridin-2-yl)(3-hydroxy-5-(2-isopropylphenoxy)-2,3-dihydro-spiro[inden-1,3'-pyrrolidin]-1'-yl)methanone